6-bromo-1-methyl-1,4-dihydrochromeno[4,3-c]pyrazole BrC1=CC=CC2=C1OCC1=C2N(N=C1)C